(R)-3-(((8-isopropyl-4-((3-nitrobenzyl)amino)pyrazolo[1,5-a][1,3,5]triazine-2-yl)oxy)methyl)piperidine-1-carboxylic acid tert-butyl ester C(C)(C)(C)OC(=O)N1C[C@@H](CCC1)COC1=NC=2N(C(=N1)NCC1=CC(=CC=C1)[N+](=O)[O-])N=CC2C(C)C